6,7-dihydro-4H-pyrazolo[4,3-c]Pyridine-5-carboxylic acid N1N=CC=2CN(CCC21)C(=O)O